2-(4-Methoxybenzyl)-4-phenyl-1,2,3,4-tetrahydropyrrolo[3,4-b]indole COC1=CC=C(CN2CC=3N(C=4C=CC=CC4C3C2)C2=CC=CC=C2)C=C1